trans-1-(8-Cyano-quinoxalin-5-yl)-5-methyl-piperidine-3-carboxylic acid [2-(4-methyl-piperazin-1-yl)-ethyl]-amide CN1CCN(CC1)CCNC(=O)[C@@H]1CN(C[C@H](C1)C)C1=C2N=CC=NC2=C(C=C1)C#N